FC(C=1SC(=CN1)C1=CC=C(C#N)C=C1)(F)F 4-[2-(trifluoromethyl)-1,3-thiazol-5-yl]benzonitrile